2-(5-chloro-2-nitrophenyl)-N-(4-(((6-cyclopropylimidazo[1,2-a]pyridin-2-yl)methyl)amino)pyridin-2-yl)cyclopropane-1-carboxamide ClC=1C=CC(=C(C1)C1C(C1)C(=O)NC1=NC=CC(=C1)NCC=1N=C2N(C=C(C=C2)C2CC2)C1)[N+](=O)[O-]